3-(cyclopropylmethoxy)-4-(difluoromethoxy)-benzonitrile C1(CC1)COC=1C=C(C#N)C=CC1OC(F)F